4,4,5,5-tetraethyl-1,3,2-dioxaborolan C(C)C1(OBOC1(CC)CC)CC